N-(2,6-difluoro-4-(8-(1-methyl-6-(trifluoromethyl)-1H-benzo[d]imidazol-5-yl)indolizine-3-carbonyl)phenyl)-2,3,5,6-tetrafluoro-4-(methylsulfonyl)benzamide FC1=C(C(=CC(=C1)C(=O)C1=CC=C2C(=CC=CN12)C1=CC2=C(N(C=N2)C)C=C1C(F)(F)F)F)NC(C1=C(C(=C(C(=C1F)F)S(=O)(=O)C)F)F)=O